(2S,3S,4S,5S)-3-(3,4-difluoro-2-methoxy-phenyl)-5-isopropyl-4-methyl-tetrahydrofuran FC=1C(=C(C=CC1F)[C@H]1CO[C@H]([C@H]1C)C(C)C)OC